NC1=NN(C2=CC=CC(=C12)C=1C=C2C=CC=C(C2=CC1)C(=O)NC1=CC(=C(C=C1)C)F)C([C@@H]1NCCC1)=O (R)-6-(3-amino-1-prolyl-1H-indazol-4-yl)-N-(3-fluoro-4-methylphenyl)-1-naphthamide